C(C)N1C=CC2=CC=C(C=C12)C=1C=C(C=CC1)CO (3-(1-ethyl-1H-indol-6-yl)phenyl)methanol